C(#N)C=1C(=CC=C2N=CC(=NC12)C=1C=NN(C1)CC1CCN(CC1)C(=O)OC(C)(C)C)OC=1C=CC2=C(N(C(=N2)C)COCC[Si](C)(C)C)C1 tert-Butyl 4-((4-(8-cyano-7-((2-methyl-1-((2-(trimethylsilyl)ethoxy)methyl)-1H-benzo[d]imidazol-6-yl)oxy)quinoxalin-2-yl)-1H-pyrazol-1-yl)methyl)piperidine-1-carboxylate